3-((S)-2-Aminopropoxy)-1-(1-(5-(trifluoromethyl)pyrimidin-2-yl)piperidin-4-yl)pyrrolidin-2-one N[C@H](COC1C(N(CC1)C1CCN(CC1)C1=NC=C(C=N1)C(F)(F)F)=O)C